C(C)C(CCN[C@@H]1CCC=2C=C(C(=C(C2C1)F)N1CC(NS1(=O)=O)=O)O)CC 5-{(7R)-7-[(3-ethylpentyl)amino]-1-fluoro-3-hydroxy-5,6,7,8-tetrahydronaphthalen-2-yl}-1λ6,2,5-thiadiazolidine-1,1,3-trione